4-Amino-N-(6-chloropyridazin-3-yl)-N-(3-(((3R,6R,8aS,9R,10S,12R,12aR)-3,6,9-trimethyldecahydro-12H-3,12-epoxy[1,2]dioxepino[4,3-i]isochromen-10-yl)oxy)propyl)benzenesulfonamide NC1=CC=C(C=C1)S(=O)(=O)N(CCCO[C@H]1O[C@H]2[C@@]34C([C@@H](CC[C@H]3[C@H]1C)C)CC[C@@](OO4)(O2)C)C=2N=NC(=CC2)Cl